4-amino-1-cyclopentyl-N-(4-(trifluoromethoxy)phenyl)-1H-pyrazolo[3,4-d]pyrimidine-3-carboxamide NC1=C2C(=NC=N1)N(N=C2C(=O)NC2=CC=C(C=C2)OC(F)(F)F)C2CCCC2